COC(=O)C12CC(C1)(C2)NC=2C1=C(N=C(N2)Cl)CC[S@]1=O (R)-3-((2-chloro-5-oxido-6,7-dihydrothieno[3,2-d]pyrimidin-4-yl)amino)bicyclo[1.1.1]pentane-1-carboxylic acid methyl ester